[2-(4,6-dimethylpyridin-3-yl)ethyl][(S)-phenyl((3R)-1,2,3,4-tetrahydro-1,5-naphthyridin-3-yl)methyl]amine CC1=C(C=NC(=C1)C)CCN[C@@H]([C@H]1CNC2=CC=CN=C2C1)C1=CC=CC=C1